ClC=1C(N(N=CC1N(C)C)C1=CC(=CC=C1)C(F)(F)F)=O 4-chloro-5-(dimethylamino)-2-[3-(trifluoromethyl)phenyl]pyridazin-3(2H)-one